C(#N)C1=CC(=C(OC(C)C2=NC=CC(=N2)OC2CCN(CC2)CC2=NC3=C(N2C[C@H]2OCC2)C=C(C=C3)C(=O)OC)C=C1)F Methyl 2-((4-((2-(1-(4-cyano-2-fluorophenoxy)ethyl)pyrimidin-4-yl)oxy)piperidin-1-yl)methyl)-1-(((S)-oxetan-2-yl)methyl)-1H-benzo[d]imidazole-6-carboxylate